C(C)OC(C(F)(F)C1=CC=C(C=C1)C(C)=O)=O (4-Acetylphenyl)-2,2-difluoroacetic acid ethyl ester